1-(3,6-dichloro-9H-carbazol-9-yl)-3-(isopentylamino)propan-2-ol ClC=1C=CC=2N(C3=CC=C(C=C3C2C1)Cl)CC(CNCCC(C)C)O